4-(4-hydroxybut-1-yn-1-yl)benzaldehyde OCCC#CC1=CC=C(C=O)C=C1